1-bromo-3-fluoro-4-iodo-2-methoxybenzene BrC1=C(C(=C(C=C1)I)F)OC